5-(5-(3,5-dichloro-4-fluorophenyl)-5-(trifluoromethyl)-4,5-dihydroisoxazol-3-yl)-N-(2,2-difluoroethyl)-3-methyl-5,6-dihydro-4H-thieno[2,3-c]pyrrole-2-carboxamide ClC=1C=C(C=C(C1F)Cl)C1(CC(=NO1)N1CC2=C(C1)C(=C(S2)C(=O)NCC(F)F)C)C(F)(F)F